L-γ-glutamyl-3-carboxy-4-nitroaniline C1=CC(=C(C=C1NC(=O)CC[C@@H](C(=O)O)N)C(=O)O)[N+](=O)[O-]